cyclopentaneethylamine hydrochloride Cl.C1(CCCC1)CCN